C1(CC1)C=1C=CC=2N(C1)C=C(N2)CN2C=NC=1C=NC(=CC12)N 1-((6-cyclopropylimidazo[1,2-a]pyridin-2-yl)methyl)-1H-imidazo[4,5-c]pyridin-6-amine